Methyl 4-(2-(benzyloxy)-2-oxoethyl)-2-methylbenzoate C(C1=CC=CC=C1)OC(CC1=CC(=C(C(=O)OC)C=C1)C)=O